ONC(=O)C=1C(NC=2C3=C(CC(C2C1O)C(C)C)C=C(C(=C3)OC)OCCCOC)=O N,4-dihydroxy-5-isopropyl-9-methoxy-8-(3-methoxypropoxy)-2-oxo-1,2,5,6-tetrahydrobenzo[h]quinoline-3-carboxamide